2,3-dimethylcinnamic acid CC1=C(C=CC(=O)O)C=CC=C1C